4-amino-5-chloro-N-((4-(tetrahydro-2H-pyran-4-yl)morpholin-2-yl)methyl)-2,3-dihydrobenzofuran-7-carboxamide NC1=C(C=C(C2=C1CCO2)C(=O)NCC2CN(CCO2)C2CCOCC2)Cl